ClC=1C=C(C=CC1Cl)C1=CCC(CN1C(=O)OC(C)(C)C)C Tert-butyl 6-(3,4-dichlorophenyl)-3-methyl-3,4-dihydro-2H-pyridine-1-carboxylate